((2R,4R,5R)-4-amino-5-methoxytetrahydro-2H-pyran-2-yl)((S)-1-(4-fluorophenyl)-3,4-dihydroisoquinolin-2(1H)-yl)methanone N[C@@H]1C[C@@H](OC[C@@H]1OC)C(=O)N1[C@H](C2=CC=CC=C2CC1)C1=CC=C(C=C1)F